2-(6-(((1r,2r,3s,5s)-2-fluoro-9-azabicyclo[3.3.1]non-3-yl)oxy)pyridazin-3-yl)-5-(2-methylpyridin-4-yl)phenol F[C@@H]1[C@H]2CCC[C@@H](C[C@@H]1OC1=CC=C(N=N1)C1=C(C=C(C=C1)C1=CC(=NC=C1)C)O)N2